ClC1=C(C=C(C(=C1)F)N1C(C=2CCCCC2C1=O)=O)NC(C)=O N-(2-chloro-5-(1,3-dioxo-1,3,4,5,6,7-hexahydro-2H-isoindol-2-yl)-4-fluorophenyl)acetamide